COC1=CC=C(CN(C(C2=CC=C(C=C2)C(=O)NNC(C2=CC=C(C=C2)[N+](=O)[O-])=O)=O)C2=CC(=C(C(=C2)OC)OC)OC)C=C1 N-(4-methoxybenzyl)-4-(2-(4-nitrobenzoyl)hydrazine-1-carbonyl)-N-(3,4,5-trimethoxyphenyl)benzamide